(1S,3R)-3-(3-{[(1-methyl-1H-pyrazol-5-yl)carbonyl]amino}-1H-pyrazol-5-yl)cyclopentyl propylcarbamate C(CC)NC(O[C@@H]1C[C@@H](CC1)C1=CC(=NN1)NC(=O)C1=CC=NN1C)=O